4-(1-methyl-1H-pyrazol-4-yl)-2-(morpholin-4-yl)-8-(1H-pyrazol-5-yl)-1,7-naphthyridine CN1N=CC(=C1)C1=CC(=NC2=C(N=CC=C12)C1=CC=NN1)N1CCOCC1